CN[C@H](CC1=CNC=N1)C(=O)O N-methyl-D-histidine